3-(5-(4-(2-methoxyphenyl)-1H-1,2,3-triazol-1-yl)-1-oxoisoindolin-2-yl)piperidine-2,6-dione COC1=C(C=CC=C1)C=1N=NN(C1)C=1C=C2CN(C(C2=CC1)=O)C1C(NC(CC1)=O)=O